1-((tert-butoxycarbonyl)amino)-3-hydroxycyclobutane-1-carboxylic acid C(C)(C)(C)OC(=O)NC1(CC(C1)O)C(=O)O